6-((2-(trimethylsilyl)ethoxy)methyl)pyrido(2,3-d)pyridazin-5(6H)-one C[Si](CCOCN1N=CC2=C(C1=O)C=CC=N2)(C)C